2-(6'-Cyclopropyl-5'-fluoro-1',3'-dioxospiro[cyclopropan-1,4'-isoquinoline]-2'-yl)-N-(5-fluoropyrimidin-2-yl)acetamide Promethium [Pm].C1(CC1)C=1C(=C2C3(C(N(C(C2=CC1)=O)CC(=O)NC1=NC=C(C=N1)F)=O)CC3)F